C(C)(C)N(CCC[Ge]CCCN(C(C)C)C(C)C)C(C)C Di(3-diisopropylaminopropyl)germanium